ClC=1N=NC(=C(C1CCCO)C)Cl 3-(3,6-Dichloro-5-methylpyridazin-4-yl)propan-1-ol